C(Cl)(Cl)(Cl)Cl.ClC(Cl)(Cl)Cl tetrachloromethane carbon tetrachloride